ClC1=CC=C(C=C1)NC1=CC2=NC3=CC=CC=C3N(C2=CC1=NCCN1C(=NC=C1[N+](=O)[O-])C)C1=CC=C(C=C1)Cl N,5-bis(4-chlorophenyl)-3-((2-(2-methyl-5-nitro-1H-imidazol-1-yl)ethyl)imino)-3,5-dihydrophenazin-2-amine